O=C1NC(CCC1OC1=CC(=NC=C1)C#CCNC(C1=NC=C(C=C1)C=1N=CC2=C(C=CC=C2C1)C1=CC2=C(N(C(N2C)=O)C)C(=C1)C(C)C)=O)=O N-(3-(4-((2,6-Dioxopiperidin-3-yl)oxy)pyridin-2-yl)prop-2-yn-1-yl)-5-(8-(7-isopropyl-1,3-dimethyl-2-oxo-2,3-dihydro-1H-benzo[d]imidazol-5-yl)isoquinolin-3-yl)picolinamide